tert-butyl but-2-yn-1-yl(methyl)carbamate C(C#CC)N(C(OC(C)(C)C)=O)C